C(CC=C)NCC1=CC=C(C=C1)OC but-3-en-1-yl[(4-methoxyphenyl)methyl]amine